C(#N)C=1C=C(C=CC1)C=1N=C(SC1C1=CC(=NC(=C1)C)C)NC(=O)N1C[C@@H](N[C@@H](C1)C)C |r| rac-(3S,5R)-N-[4-(3-cyanophenyl)-5-(2,6-dimethyl-4-pyridyl)thiazol-2-yl]-3,5-dimethyl-piperazine-1-carboxamide